ammonium bis(nitroso)palladium oxalate C(C(=O)[O-])(=O)[O-].N(=O)[Pd]N=O.[NH4+].[NH4+]